C1(C=CC(=CC1)C(C)C)(C)O (+)-p-menthadien-1-ol